BrCCCCCCCCCCNC(C(C1=C(NC2=CC=CC=C12)C1=CC=CC=C1)=O)=O (10-bromodecyl)-2-oxo-2-(2-phenyl-1H-indol-3-yl)acetamide